ClC1=CC=C(C(=N1)C(=O)O)N[C@H](C)C1=C2N=C(C(=NC2=CC(=C1)C)C#N)NCC1(CC1)F (R)-6-chloro-3-((1-(2-cyano-3-(((1-fluorocyclopropyl)methyl)amino)-7-methylquinoxalin-5-yl)ethyl)amino)picolinic acid